1-[3-bromo-2-hydroxy-5-(trifluoromethyl)phenyl]ethanone BrC=1C(=C(C=C(C1)C(F)(F)F)C(C)=O)O